ClC1=CC2=C(C3=CC=CC=C3C(=C2C=C1)O)O 2-chloro-9,10-dihydroxyanthracene